4-[5-(4-fluorophenyl)-3-(trifluoromethyl)-1H-pyrazol-1-yl]benzenesulfonamide FC1=CC=C(C=C1)C1=CC(=NN1C1=CC=C(C=C1)S(=O)(=O)N)C(F)(F)F